2-[amino(azetidin-3-yl)methyl]-4,5-dichlorophenol NC(C1=C(C=C(C(=C1)Cl)Cl)O)C1CNC1